(S)-N-(1-cyanocyclopropyl)-9-(5-(di-fluoromethyl)-1,3,4-thiadiazol-2-yl)-4-(4-(2-methoxyethyl)-3-methylpiperazin-1-yl)-9H-pyrimido[4,5-b]indole-7-sulfonamide C(#N)C1(CC1)NS(=O)(=O)C1=CC=C2C3=C(N(C2=C1)C=1SC(=NN1)C(F)F)N=CN=C3N3C[C@@H](N(CC3)CCOC)C